6-((3S,4S)-4-amino-3-methyl-2-oxa-8-azaspiro[4.5]decan-8-yl)-3-(1-phenylcyclopropyl)-1,5-dihydro-4H-pyrazolo[3,4-d]pyrimidin-4-one N[C@@H]1[C@@H](OCC12CCN(CC2)C=2NC(C1=C(N2)NN=C1C1(CC1)C1=CC=CC=C1)=O)C